CCCCCCCC[C@H]1CCC[C@@H]1CCCCCCC(=O)O The molecule is a carbocyclic fatty acid composed of heptanoic acid having a (1S,2S)-2-octylcyclopentyl substituent at position 7. It is a saturated fatty acid, a carbocyclic fatty acid and a long-chain fatty acid.